tert-Butyl 5-amino-1H-indazole-1-carboxylate NC=1C=C2C=NN(C2=CC1)C(=O)OC(C)(C)C